4-((3-((4-(sec-butyl)phenyl)carbamoyl)-1H-pyrrol-1-yl)sulfonyl)-1-methyl-1H-pyrrole-2-carboxamide COPPER [Cu].C(C)(CC)C1=CC=C(C=C1)NC(=O)C1=CN(C=C1)S(=O)(=O)C=1C=C(N(C1)C)C(=O)N